BrC=1NOC2=C(C1)C=CC=C2 bromobenzooxazine